tert-Butyl (2'S,3S)-6-(tert-butoxycarbonylamino)-2'-methyl-2-oxospiro[indoline-3,4'-tetrahydropyran]-1-carboxylate C(C)(C)(C)OC(=O)NC1=CC=C2C(=C1)N(C([C@@]21C[C@@H](OCC1)C)=O)C(=O)OC(C)(C)C